NC1=NC=CC=C1C1=NC=2C(=NC(=CC2)C2=CC=CC=C2)N1C1=CC=C(CN2CC3(C2)CC(C3)NC(C3=CC(=C(C=C3)C=O)O)=O)C=C1 N-(2-(4-(2-(2-Aminopyridin-3-yl)-5-phenyl-3H-imidazo[4,5-b]pyridin-3-yl)benzyl)-2-azaspiro[3.3]heptan-6-yl)-4-formyl-3-hydroxybenzamide